[2-(3-furyl)-6-methoxy-1H-benzimidazol-1-ylmethyl]-4-propylpyrrolidin-2-one O1C=C(C=C1)C1=NC2=C(N1CN1C(CC(C1)CCC)=O)C=C(C=C2)OC